C1CCN(CC1)C(=O)C2=CC=CC=N2 PYRIDINOYL-PIPERIDINE